1-(trimethylsilyl)cyclohexane C[Si](C1CCCCC1)(C)C